CC1(OB(OC1(C)C)C1=CC=C(C=C1)CC(=O)OCC)C ethyl 2-(4-(4,4,5,5-tetramethyl-1,3,2-dioxaborolan-2-yl)phenyl)acetate